4-Bromo-5-chloro-7-methylsulfanyl-1,3-dihydrofuro[3,4-f]quinolin-9-ol BrC1=C2C(=C3C(=CC(=NC3=C1Cl)SC)O)COC2